ClC=1C=C2C(N3C(=NC2=CC1C1=CC=CC=C1)[C@H]1CCCN([C@@H]1CC3)C)=O |r| (±)-(4aR,13bS)-10-chloro-4-methyl-11-phenyl-1,2,3,4,4a,5,6,13b-octahydro-8H-[1,6]naphthyridino[5,6-b]quinazolin-8-one